FC1=C(C(=CC=C1C(=O)C1=CNC2=NC=C(C=C21)C=2C=NC(=CC2)NC)F)NS(=O)(=O)CCC N-(2,6-difluoro-3-(5-(6-(methylamino)pyridin-3-yl)-1H-pyrrolo[2,3-b]pyridine-3-carbonyl)phenyl)propane-1-sulfonamide